CC(C)C[C@@H](/C=C/S(=O)(=O)C)NC(=O)[C@H](CC(C)C)NC(=O)[C@H](CC1=CNC2=CC=CC=C21)NC(=O)CN3CCOCC3 The molecule is a dipeptide that is L-tryptophyl-L-leucinamide in which the N-terminal amino group has been converted to the corresponding (morpholin-4-yl)acetamide and in which one of the hydrogens attached to the nitrogen of the C-terminal amide has been replaced by a (1E)-5-methyl-1-(methylsulfonyl)hex-1-en-3-yl group. It is a selective proteasome inhibitor. It has a role as a proteasome inhibitor and an antimalarial. It is a dipeptide, a sulfone, a member of morpholines and a member of indoles. It derives from a Trp-Leu.